dichlorotitanium bistriflate [O-]S(=O)(=O)C(F)(F)F.[O-]S(=O)(=O)C(F)(F)F.Cl[Ti+2]Cl